(S)-tert-butyl (1-((3',4'-dichloro-[1,1'-biphenyl]-4-yl)amino)-1-Oxopentan-2-yl)carbamate ClC=1C=C(C=CC1Cl)C1=CC=C(C=C1)NC([C@H](CCC)NC(OC(C)(C)C)=O)=O